2-(chloromethyl)-1-((1-ethyl-1H-imidazol-5-yl)methyl)-1H-thieno[2,3-d]Imidazole ClCC=1N(C2=C(N1)SC=C2)CC2=CN=CN2CC